N-(8,9-difluoro-6-oxo-1,2,3,4,5,6-hexahydrophenanthridin-1-yl)-6-fluoro-N,4-dimethyl-1H-indole-2-carboxamide FC=1C=C2C(NC=3CCCC(C3C2=CC1F)N(C(=O)C=1NC2=CC(=CC(=C2C1)C)F)C)=O